(1S,2s)-2-fluoro-N-(6-(3-fluoro-2-isopropylphenyl)imidazo[1,2-a]pyridin-2-yl)cyclopropanecarboxamide F[C@@H]1[C@@H](C1)C(=O)NC=1N=C2N(C=C(C=C2)C2=C(C(=CC=C2)F)C(C)C)C1